(S)-2-amino-3-((R)-4-(2-amino-6-((R)-1-(4-chloro-2-(3-methyl-1H-pyrazole-1-yl)phenyl)-2,2,2-trifluoroethoxy)pyrimidine-4-yl)cyclohex-3-ene-1-yl)propionic acid hydrochloride Cl.N[C@H](C(=O)O)C[C@H]1CC=C(CC1)C1=NC(=NC(=C1)O[C@@H](C(F)(F)F)C1=C(C=C(C=C1)Cl)N1N=C(C=C1)C)N